CC=1OC2=C(N1)C(=CC=C2)OB(O)O (2-methylbenzoxazol-4-yl)boric acid